(S)-1-(3-(1-((2-ethyl-2H-pyrazolo[3,4-b]pyrazin-6-yl)amino)ethyl)phenyl)-3-(6-(methylamino)pyridin-3-yl)urea C(C)N1N=C2N=C(C=NC2=C1)N[C@@H](C)C=1C=C(C=CC1)NC(=O)NC=1C=NC(=CC1)NC